CC1(CCN(CC1)C=1OC2=C(C=C(C=C2C(C1C)=O)C)C(C)OC1=CC=NC2=CC=CC=C12)C 2-(4,4-dimethyl-1-piperidyl)-3,6-dimethyl-8-[1-(4-quinolyloxy)ethyl]chromen-4-one